bromooxyl octanoate C(CCCCCCC)(=O)OOBr